dicyclohexyl ((4-aminopiperidin-1-yl)methyl)phosphonate NC1CCN(CC1)CP(OC1CCCCC1)(OC1CCCCC1)=O